tert-butyl (R)-4-((2-(((1,4-dimethyl-1H-pyrazol-3-yl)(1-methylcyclopentyl)methyl)amino)-3,4-dioxocyclobut-1-en-1-yl)amino)-3-methoxypicolinate CN1N=C(C(=C1)C)[C@@H](C1(CCCC1)C)NC1=C(C(C1=O)=O)NC1=C(C(=NC=C1)C(=O)OC(C)(C)C)OC